4-(2-(2,4-difluorophenoxy)-5-(ethylsulfonamido)phenyl)-2-(methoxymethyl)-6-methylpyridine 1-oxide FC1=C(OC2=C(C=C(C=C2)NS(=O)(=O)CC)C2=CC(=[N+](C(=C2)C)[O-])COC)C=CC(=C1)F